7-Fluoro-1H-indazole-4-carboxylic acid FC1=CC=C(C=2C=NNC12)C(=O)O